iron fluoride phosphate P(=O)([O-])([O-])[O-].[F-].[Fe+4]